6-chloro-N-ethoxy-4-((4-methyl-2-(N-methylethylsulfonylamino)phenyl)amino)nicotinamide ethyl-1-ethyl-1H-1,2,3-triazole-5-carboxylate C(C)OC(=O)C1=CN=NN1CC.ClC1=NC=C(C(=O)NOCC)C(=C1)NC1=C(C=C(C=C1)C)N(C)S(=O)(=O)CC